[N+](=O)([O-])C1=CC=C(C(=O)O[C@@]2(C(OCC=3C(N4CC=5C(=NC=6C=CC(=CC6C5)OC)C4=CC32)=O)=O)CC)C=C1 (S)-4-ethyl-9-methoxy-3,14-dioxo-3,4,12,14-tetrahydro-1H-pyrano[3',4':6,7]indolizino-[1,2-b]quinolin-4-yl 4-nitrobenzoate